N1N=CC2=CC=C(C=C12)CN(C=1SC=C(N1)C)CC1=CC(=CC=C1)OC N-((1H-indazol-6-yl)methyl)-N-(3-methoxybenzyl)-4-methylthiazol-2-amine